C1(=CC=CC=C1)C(=O)[O-] Phenylformate